ethyl (R)-6-(4-(5-fluoro-2-(pyrazin-2-yl)pyridin-3-yl)piperidin-1-yl)-2-azaspiro[3.4]octane-2-carboxylate FC=1C=C(C(=NC1)C1=NC=CN=C1)C1CCN(CC1)[C@H]1CC2(CN(C2)C(=O)OCC)CC1